N1C(C2(C3=CC=CC=C13)CCC(CC2)=O)=O spiro[cyclohexane-1,3'-indole]-2',4-dione